3-(2-fluoro-4-(trifluoromethoxy)phenyl)azetidine 4-methylbenzenesulfonate CC1=CC=C(C=C1)S(=O)(=O)O.FC1=C(C=CC(=C1)OC(F)(F)F)C1CNC1